OCCOC1(C(=C2C=CC(=CC2=CC1)C1=CC=CC2=CC=CC=C12)C1=CC=CC2=CC(=CC=C12)C1=CC=CC2=CC=CC=C12)OCCO 2,2-bis(2-hydroxyethoxy)-6,6'-di-1-naphthyl-1,1'-binaphthyl